TETRAMETHYLPIPERIDIN CC1C(N(CCC1)C)(C)C